ethyl (E)-2-(2-(2-((5-(4-(6-chloro-8-fluoro-7-(3-hydroxynaphthalen-1-yl)quinazolin-4-yl)piperazin-1-yl)-5-oxopent-3-en-1-yl)oxy)ethoxy)ethoxy)acetate ClC=1C=C2C(=NC=NC2=C(C1C1=CC(=CC2=CC=CC=C12)O)F)N1CCN(CC1)C(/C=C/CCOCCOCCOCC(=O)OCC)=O